5-amino-2-(((benzyloxy)carbonyl)amino)-5-oxopentanoic acid 2,5-dioxopyrrolidin-1-yl ester O=C1N(C(CC1)=O)OC(C(CCC(=O)N)NC(=O)OCC1=CC=CC=C1)=O